OCC(C(=O)O)(C)CO 3-hydroxy-2-(hydroxymethyl)-2-methylpropionic acid